2-Methyl-5,6,7,8-tetrahydro-4H-[1,3]oxazolo[4,5-c]azepin-4-one CC=1OC2=C(C(NCCC2)=O)N1